dihydro-5H-pyrrolo[2,3-c]pyridazine hydrochloride Cl.N1NC=CC2=C1N=CC2